4-(3-((8-methoxy-2-(4-methoxyphenyl)chroman-6-yl)methyl)-3H-imidazo[4,5-b]pyridin-6-yl)-2-methylbut-3-yn-2-amine COC=1C=C(C=C2CCC(OC12)C1=CC=C(C=C1)OC)CN1C=NC=2C1=NC=C(C2)C#CC(C)(N)C